C(#N)C1=CNC=C1 (R)-3-cyanopyrrole